(2S)-3-fluoro-2-hydroxy-propionic acid FC[C@H](C(=O)O)O